C=1N=CN2C1C1=CC=CC=C1[C@H]2C(C)(C)O (S)-2-(5H-imidazo[5,1-a]isoindol-5-yl)propan-2-ol